C(CCC)N1N=CC(=C1C1=C(OCC2=C(C(=O)O)C=CC=C2)C=C(C=C1)OC)\C=C(\C(=O)O)/CC1=CC2=C(OCO2)C=C1OC 2-[[2-[2-butyl-4-[(E)-3-hydroxy-2-[(6-methoxy-1,3-benzodioxol-5-yl)methyl]-3-oxoprop-1-enyl]pyrazol-3-yl]-5-methoxyphenoxy]methyl]benzoic acid